N-(3-nitropyridin-4-yl)pyrimidin-2-amine [N+](=O)([O-])C=1C=NC=CC1NC1=NC=CC=N1